N,N-dioctadecyl-tolylammonium tetrakis(perfluorophenyl)borate FC1=C(C(=C(C(=C1F)F)F)F)[B-](C1=C(C(=C(C(=C1F)F)F)F)F)(C1=C(C(=C(C(=C1F)F)F)F)F)C1=C(C(=C(C(=C1F)F)F)F)F.C(CCCCCCCCCCCCCCCCC)[NH+](CCCCCCCCCCCCCCCCCC)C1=C(C=CC=C1)C